7-[6-(Benzimidazol-1-yl)hexoxy]chromen-2-one N1(C=NC2=C1C=CC=C2)CCCCCCOC2=CC=C1C=CC(OC1=C2)=O